7-(4-(4-(2-(2-Aminopyridin-3-yl)-5-phenyl-3H-imidazo[4,5-b]pyridin-3-yl)benzyl)piperazine-1-carbonyl)-5-fluorobenzo[d]thiazole-2-carbonitrile NC1=NC=CC=C1C1=NC=2C(=NC(=CC2)C2=CC=CC=C2)N1C1=CC=C(CN2CCN(CC2)C(=O)C2=CC(=CC=3N=C(SC32)C#N)F)C=C1